(3R,10R)-3-((1H-pyrazol-1-yl)methyl)-7-((2S,5R)-4-acryloyl-2,5-dimethylpiperazin-1-yl)-9-chloro-10-(2-fluoro-6-hydroxyphenyl)-2H-[1,4]oxazino[2,3,4-ij]quinazolin-5(3H)-one N1(N=CC=C1)C[C@@H]1COC=2C(=C(C=C3C(=NC(N1C23)=O)N2[C@H](CN([C@@H](C2)C)C(C=C)=O)C)Cl)C2=C(C=CC=C2O)F